ClC=1C=C(CN2C=CC3=C(C=C(C=C23)C2=CN(C3=C(N=CC=C32)O)C)NS(=O)(=O)CC)C=CC1Cl N-(1-(3,4-dichlorobenzyl)-6-(7-hydroxy-1-methyl-1H-pyrrolo[2,3-c]pyridin-3-yl)-1H-indol-4-yl)ethanesulfonamide